1-(chloromethyl)-3-methoxybenzene ClCC1=CC(=CC=C1)OC